BrC1=CC=CC=2OC3=CC=CC=C3C3(C12)C1CC2CC(CC3C2)C1 bromospiro[adamantane-2,9'-xanthene]